C1(CC1)NC(=O)C1(CC1)NS(=O)(=O)C1=C(C=CC(=C1)OC1=C(C=C(C=C1Cl)N1N=C(C(NC1=O)=O)C(F)(F)F)Cl)O N-cyclopropyl-1-((5-(2,6-dichloro-4-(3,5-dioxo-6-(trifluoromethyl)-4,5-dihydro-1,2,4-triazin-2(3H)-yl)phenoxy)-2-hydroxyphenyl)sulfonamido)cyclopropane-1-carboxamide